NC1=C(N=C(N1C1=C(C(=CC=C1C)OC)C)C(=O)NC1=C(C=C(C=C1)F)F)C#N 5-amino-4-cyano-N-(2,4-difluorophenyl)-1-(3-methoxy-2,6-dimethylphenyl)-1H-imidazole-2-carboxamide